ClC1=C(C=C(NC=2C(C(C2OCC)=O)=O)C=C1)[N+](=O)[O-] 3-(4-chloro-3-nitro-anilino)-4-ethoxy-cyclobut-3-ene-1,2-dione